BrC=1N=C2C(=NC1)N(C(N2CC)=O)CC 5-bromo-1,3-diethyl-1,3-dihydro-2H-imidazo[4,5-b]pyrazin-2-one